tert-butyl 2-(3-methyl-2-(trifluoromethyl)pyridin-4-yl)-2,6-diazaspiro[3.4]octane-6-carboxylate CC=1C(=NC=CC1N1CC2(C1)CN(CC2)C(=O)OC(C)(C)C)C(F)(F)F